C(C)(C)(C)[Si](C)(C)OCC1=CC2=NC=CC(=C2S1)C1=CC(=CC2=C1N(CCO2)C2CN(C(C2)(C)C)S(=O)(=O)C(C)(C)C)Cl tert-butyl-[[7-[4-(1-tert-butylsulfonyl-5,5-dimethyl-pyrrolidin-3-yl)-7-chloro-2,3-dihydro-1,4-benzoxazin-5-yl]thieno[3,2-b]pyridin-2-yl]methoxy]-dimethyl-silane